6-bromo-4-((dimethylamino)methyl)phthalazin-1(2H)-one BrC=1C=C2C(=NNC(C2=CC1)=O)CN(C)C